C1(CC1)C=1C(=NON1)C(=O)ON1C(CCC1=O)=O 2,5-dioxopyrrolidin-1-yl 4-cyclopropyl-1,2,5-oxadiazole-3-carboxylate